methyl 2-(dodec-1,10-dien-1-yloxy)-2-methylpropionate C(=CCCCCCCCC=CC)OC(C(=O)OC)(C)C